(S)-N-isopropyl-2-(3-phenethyl-1,2,4-oxadiazol-5-yl)piperidine-1-carboxamide C(C)(C)NC(=O)N1[C@@H](CCCC1)C1=NC(=NO1)CCC1=CC=CC=C1